(2r,3s)-8-benzyl-3-methyl-2-(trifluoromethyl)-8-azaspiro[4.5]decan-1-one O-methyl oxime CON=C1[C@@H]([C@H](CC12CCN(CC2)CC2=CC=CC=C2)C)C(F)(F)F